tert-butyl N-[4-(2-oxa-6-azaspiro[3.3]heptan-6-yl)cyclohexyl]carbamate C1OCC12CN(C2)C2CCC(CC2)NC(OC(C)(C)C)=O